methyl 3-hydroxypropanoate OCCC(=O)OC